ClC=1C=C(C=CC1F)NC(N(C(C)C1=CNC(C2=CC=CC=C12)=O)CCNC(C)=O)=O N-(2-(3-(3-chloro-4-fluorophenyl)-1-(1-(1-oxo-1,2-dihydroisoquinolin-4-yl)ethyl)ureido)ethyl)acetamide